N1C=NC=2C(NC=3C=CC=CC3C21)=O 1,5-dihydro-4H-Imidazo[4,5-c]Quinoline-4-one